C(CN(CCP(O)(O)=O)P(O)(O)=O)N(CCP(O)(O)=O)P(O)(O)=O ethylenebis(nitrilodimethylene)tetraphosphonic acid